FC(OC=1C=C(C=CC1)NC(C(=O)N)=O)(F)F N2-(3-(trifluoromethoxy)phenyl)oxalamide